ClC1=C(C=CC(=C1)C=1C=NNC1)C[C@@H](CNC(C[C@@H](CC(C)C)C1=CC=CC=C1)=O)N(C)C (3R)-N-[(2S)-3-[2-chloro-4-(1H-pyrazol-4-yl)phenyl]-2-(dimethylamino)propyl]-5-methyl-3-phenylhexanamide